(S)-2-(((benzyloxy)carbonyl)amino)-6-hydroxycaproic acid C(C1=CC=CC=C1)OC(=O)N[C@H](C(=O)O)CCCCO